FC1=C(C=C(C(=C1)F)F)C(N1C(NC(N=C1)=O)=O)([2H])[2H] 1-((2,4,5-trifluorophenyl)methyl-d2)-1,3,5-triazine-2,4-dione